tris-(2,2,6,6-tetramethylpiperidyl)-nitrilotriacetate CC1(N(C(CCC1)(C)C)C(C(=O)[O-])N(C(C(=O)[O-])N1C(CCCC1(C)C)(C)C)C(C(=O)[O-])N1C(CCCC1(C)C)(C)C)C